7-(6-(4,4-Difluoropiperidine-1-carbonyl)-1,1a,2,7b-tetrahydro-3H-cyclopropa[c][1,8]naphthyridin-3-yl)-2-methyl-[1,2,4]triazolo[4,3-a]pyridin-3(2H)-one FC1(CCN(CC1)C(=O)C1=CC=2C3C(CN(C2N=C1)C1=CC=2N(C=C1)C(N(N2)C)=O)C3)F